FC1=C(C#N)C=CC=C1CN1C(COCC1)=O 2-fluoro-3-[(3-oxo-4-morpholinyl)methyl]benzonitrile